C(C)OC(=O)C1CC2(CNC3=NC=CC=C32)CCC1 1',2'-dihydrospiro[cyclohexane-1,3'-pyrrolo[2,3-b]pyridine]-3-carboxylic acid ethyl ester